C[C@H]1CN(C[C@H](N1)C)C1=C2C=NC(=NC2=C(C=C1)C(=O)NC1=CC2=CN(N=C2C(=C1)F)C)OCC1S(CC1)(=O)=O 5-((3S,5R)-3,5-dimethylpiperazin-1-yl)-2-((1,1-dioxidothietan-2-yl)methoxy)-N-(7-fluoro-2-methyl-2H-indazol-5-yl)quinazoline-8-carboxamide